1,2-bis(3-hydroxycyclohexyl)ethylene OC1CC(CCC1)C=CC1CC(CCC1)O